FC(C(C(C(C(C(C(C(C(C(C(C(F)(F)F)(F)F)(F)F)(F)F)(F)F)(F)F)(F)F)(F)F)(F)F)(F)F)(F)F)(O)F perfluoro-1-dodecanol